N-((S)-3-(3,4-Dihydroisochinolin-2(1H)-yl)-2-hydroxypropyl)-6-(trifluoromethyl)-5,6,7,8-tetrahydroimidazo[1,2-a]pyridin-2-carboxamid C1N(CCC2=CC=CC=C12)C[C@H](CNC(=O)C=1N=C2N(CC(CC2)C(F)(F)F)C1)O